2-(6-bromo-2,3-dihydro-1,4-benzodioxin-2-yl)-4,5-dihydro-1H-imidazole BrC1=CC2=C(OC(CO2)C=2NCCN2)C=C1